1,3,4-OXADIAZOLE-2-CARBALDEHYDE O1C(=NN=C1)C=O